dipropyl di(2-ethyladipate) adipate C(CCCCC(=O)O)(=O)O.C(C)C(C(=O)OCCC)CCCC(=O)O.C(C)C(C(=O)OCCC)CCCC(=O)O